BrC1=CN=C2C=CC(NC2=C1)=O 7-bromo-1,5-naphthyridin-2(1H)-one